N1N=NC=C1[C@@H]1CN(CC1)C(=O)N1CC(C1)OCC1=C(C=C(C=C1)C(F)(F)F)F (S)-(3-(1H-1,2,3-triazol-5-yl)pyrrolidin-1-yl)(3-((2-fluoro-4-(trifluoromethyl)benzyl)oxy)azetidin-1-yl)methanone